C1(=CC=CC=2C3=CC=C4C=CC5=C(C4=C3C3=C(C12)C=CC=C3)C=CC=C5)S(=O)(=O)O dibenzochrysenesulfonic acid